S1C=NC2=C1C=CC(=C2)C(=O)N 1H-1,3-benzothiazol-5-carboxamide